C(C)C(CNOC(C)C)CCCC 2-ethylhexylisopropoxyamine